CC/C=C\\C[C@@H]1[C@@H](CCC1=O)CCCCCC(=O)O The molecule is a carbocyclic fatty acid that is hexanoic acid substituted at position 6 by a 3-oxo-2-{(Z)-pent-2-en-1-yl}cyclopentyl group. It is a carbocyclic fatty acid, a monounsaturated fatty acid, an oxo fatty acid and a member of cyclopentanones. It derives from a hexanoic acid. It is a conjugate acid of a (9R,13R)-1a,1b-dinor-10,11-dihydro-12-oxo-15-phytoenoate.